NC1CCC(CC1)C(C1CCC(CC1)N)C(C(=O)N)CCCCCCCCCC(=O)N bis(p-aminocyclohexyl)methyldodecanediamide